C(N)(OCC(C)S(=O)(=O)O)=O 2-methylsulfoethyl carbamate